C(C)C=1C=CC(=C(C1)S(=O)(=O)Cl)OC 5-ethyl-2-methoxybenzene-1-sulfonyl chloride